N-methyl-O-(2-((tetrahydro-2H-pyran-2-yl)oxy)ethyl)-L-serine CN[C@@H](COCCOC1OCCCC1)C(=O)O